β-furfuryl-acrylic acid C(C1=CC=CO1)C=CC(=O)O